ClC1=C(OC2=CC=CC3=C2NC(=NS3(=O)=O)NC3=CC=C(C=C3)OCC)C=CC=C1 5-(2-chlorophenoxy)-3-((4-ethoxyphenyl)amino)-4H-benzo[e][1,2,4]thiadiazine 1,1-dioxide